C(#N)N1C[C@@H](CC1)NC(C1=NC=C(C=C1)C1=NC(=NC(=C1)C(F)(F)F)C)=O (R)-N-(1-cyanopyrrolidin-3-yl)-5-(2-methyl-6-(trifluoromethyl)pyrimidin-4-yl)picolinamide